COC1=CC=C(CN2SC3=C(CC2)C=CC=C3)C=C1 2-(4-methoxybenzyl)-3,4-dihydro-2H-benzo[e][1,2]thiazine